OC=1C2(N3C(=CC=C3C(C1C(=O)NCC(=O)O)=O)C1=C(C=CC=C1)OC)CCCC2 6'-Hydroxy-3'-(2-methoxyphenyl)-8'-oxo-8'H-spiro[cyclopentane-1,5'-indolizine]-7'-carbonyl-glycine